ClC=1C2=CN(N=C2C=CC1C1=CNC2=C1C=1N(C(=N2)N2CCC3(C[C@H](C[C@H]3N)F)CC2)C=CN1)C (1r,3r)-8-(9-(4-chloro-2-methyl-2H-indazol-5-yl)-7H-imidazo[1,2-c]pyrrolo[3,2-e]pyrimidin-5-yl)-3-fluoro-8-azaspiro[4.5]decan-1-amine